3-(5-(5-((R)-1-(3,5-dimethylpyridazin-4-yl)ethoxy)-1H-indazol-3-yl)-3-methoxypyridin-2-yl)-3,6-diazabicyclo[3.1.1]heptane CC=1N=NC=C(C1[C@@H](C)OC=1C=C2C(=NNC2=CC1)C=1C=C(C(=NC1)N1CC2NC(C1)C2)OC)C